C(C)(C)(C)C1=CC=C(CN2CCC(CC2)N2N=CC3=CC(=CC=C23)C(F)(F)F)C=C1 1-(1-(4-(tert-butyl)benzyl)piperidin-4-yl)-5-(trifluoromethyl)-1H-indazole